[Pd].C1(=CC=CC=C1)C=CC(C=CC1=CC=CC=C1)=O 1,5-diphenylpenta-1,4-dien-3-one palladium